2-(4-Chloropyridin-2-yl)-1H-pyrrole-1-carboxylic acid tert-butyl ester C(C)(C)(C)OC(=O)N1C(=CC=C1)C1=NC=CC(=C1)Cl